NC1=C(C2=C(S1)C(C(CC2)CC)=O)C(=O)NC2CC2 2-Amino-N-cyclopropyl-6-ethyl-7-oxo-4,5,6,7-tetrahydrobenzo[b]thiophene-3-carboxamide